BrC1=CC=C(C=C1)C#CCN1C(N(C(C=2N(C(=NC12)S(=O)(=O)CC1CC1)C)=O)C)=O 3-(3-(4-bromophenyl)prop-2-yn-1-yl)-8-((cyclopropylmethyl)sulfonyl)-1,7-dimethyl-3,7-dihydro-1H-purine-2,6-dione